ClC1=CC(N(S1)C)=O 5-chloro-2-methyl-4-isothiazolin-3-one